N-(5-cyclopentyl-1H-pyrazol-3-yl)-4-phenyl-1,3,5-triazin-2-amine C1(CCCC1)C1=CC(=NN1)NC1=NC=NC(=N1)C1=CC=CC=C1